4-[3-(1-methylpyrazol-3-yl)phenyl]-2-morpholino-6-(4-pyridylamino)pyrimidine-6-carboxylic acid CN1N=C(C=C1)C=1C=C(C=CC1)C=1N=C(NC(C1)(C(=O)O)NC1=CC=NC=C1)N1CCOCC1